N-(2-(3-hydroxypyrrolidin-1-yl)-5-(trifluoromethyl)-phenyl)-5-(pyridin-4-yl)furan-2-carboxamide OC1CN(CC1)C1=C(C=C(C=C1)C(F)(F)F)NC(=O)C=1OC(=CC1)C1=CC=NC=C1